(E)-ethyl 6-(3,4-difluorobenzoyl)-4,4-dimethyl-1,4,5,6-tetrahydropyrazolo[3,4-d]azepine-8-carboxylate FC=1C=C(C(=O)N2\C=C(/C3=C(C(C2)(C)C)C=NN3)\C(=O)OCC)C=CC1F